tert-Butyl 4-((methylthio)methyl)piperidine-1-carboxylate CSCC1CCN(CC1)C(=O)OC(C)(C)C